O-Acetyl-Glucopyranosyl Bromide C(C)(=O)O[C@H]1C(O[C@@H]([C@H]([C@@H]1O)O)CO)Br